4'-{[trans-4-{[3-(trifluoromethoxy)phenyl]Amino}cyclohexyl]sulfonyl}-[1,1'-biphenyl]-4-carbonitrile FC(OC=1C=C(C=CC1)N[C@@H]1CC[C@H](CC1)S(=O)(=O)C1=CC=C(C=C1)C1=CC=C(C=C1)C#N)(F)F